[4-[(3-chlorophenyl)methoxy]-3-(1H-imidazol-2-yl)phenyl]-[4-(5-methyl-[1,3]oxazolo[4,5-b]pyridin-2-yl)piperazin-1-yl]methanone ClC=1C=C(C=CC1)COC1=C(C=C(C=C1)C(=O)N1CCN(CC1)C=1OC=2C(=NC(=CC2)C)N1)C=1NC=CN1